N,2-dimethyl-1-butylamine CNCC(CC)C